(S)-(4-fluorophenyl)(3-(4-((1-(3-fluoropropyl)pyrrolidin-3-yl)oxy)phenoxy)-6-hydroxybenzo[b]thiophen-2-yl)methanone FC1=CC=C(C=C1)C(=O)C1=C(C2=C(S1)C=C(C=C2)O)OC2=CC=C(C=C2)O[C@@H]2CN(CC2)CCCF